rac-(1s,2r)-2-aminocyclopentane-1-ol hydrochloride Cl.N[C@H]1[C@H](CCC1)O |r|